tert-Butyl 2-methyl-2-vinylpiperidine-1-carboxylate CC1(N(CCCC1)C(=O)OC(C)(C)C)C=C